rel-2-thiocarbonyl-1-(2-((2R,4R)-4-(trifluoromethyl)piperidin-2-yl)benzyl)-1,2,3,5-tetrahydro-4H-pyrrolo[3,2-d]pyrimidin-4-one C(=S)=C1NC(C2=C(N1CC1=C(C=CC=C1)[C@@H]1NCC[C@H](C1)C(F)(F)F)C=CN2)=O |o1:15,19|